tert-butyl (1-acetyl-6-methylpiperidin-3-yl)(methyl)carbamate C(C)(=O)N1CC(CCC1C)N(C(OC(C)(C)C)=O)C